O1CCC=2C1=CC=CC2N 1,3-dihydrobenzofuran-4-amine